butyl 4-(3-(triisopropylsilyl)prop-2-yn-1-yl)piperidine-1-carboxylate C(C)(C)[Si](C#CCC1CCN(CC1)C(=O)OCCCC)(C(C)C)C(C)C